FC1(CCC(CC1)N(C(=O)[C@H]1N([C@@H]2C[C@@H]2C1)C(=O)OC(C)(C)C)CC1=CC2=C(CCO2)C=C1)F tert-Butyl (1R,3S,5R)-3-((4,4-difluorocyclohexyl)((2,3-dihydrobenzofuran-6-yl)methyl)carbamoyl)-2-azabicyclo[3.1.0]hexane-2-carboxylate